CC1=C[C@@H]([C@@H](C=C1C)C(=O)OCC)C(=O)OCC cis-diethyl 4,5-dimethylcyclohexa-3,5-diene-1,2-dicarboxylate